N,N,N-tripentyl-N-(4-vinylbenzyl)ammonium C(CCCC)[N+](CC1=CC=C(C=C1)C=C)(CCCCC)CCCCC